FC=1C=C(C=CC1)C1=NN(C2=CC(=CC=C12)CN1CCC(CC1)N1C(C2=CC=CC=C2C1)=O)C 2-(1-((3-(3-fluorophenyl)-1-methyl-1H-indazol-6-yl)methyl)piperidin-4-yl)isoindolin-1-one